C(C1=CC=CC=C1)C1CC(=NO1)CN(C(=O)C1=NC=CC2=CC=CC=C12)C 5-benzyl-3-((N-methylisoquinoline-1-carboxamido)methyl)-4,5-dihydroisoxazole